N1(CCC2=CC=CC=C12)CC=1C=NC=NC1 5-(indolin-1-ylmethyl)pyrimidin